N-(2-cyanoethyl)diethanolamine C(#N)CCN(CCO)CCO